C(C)O[Si](C(C)N1CCOCC1)(OCC)OCC 4-(1-(triethoxysilyl)ethyl)tetrahydro-1,4-oxazine